ClC=1C(=C(C(=CC1)N1N=NN=C1)C1=CC(N2[C@@H](CC([C@@]2(C1([2H])[2H])[2H])([2H])[2H])C=1NC(=CN1)C1=C(C(=NC=C1)C(=O)O)F)=O)F 4-(2-((3S,8aR)-7-(3-chloro-2-fluoro-6-(1H-tetrazol-1-yl)phenyl)-5-oxo-1,2,3,5,8,8a-hexahydroindolizin-3-yl-1,1,8,8,8a-d5)-1H-imidazol-5-yl)-3-fluoropicolinic acid